tert-butyl 3-methyl-6-(2-methyl-1-oxo-1,2,3,4-tetrahydropyrazino[1,2-b]indazol-8-yl)-3,4-dihydropyridine-1(2H)-carboxylate CC1CN(C(=CC1)C=1C=CC2=C3N(N=C2C1)CCN(C3=O)C)C(=O)OC(C)(C)C